3-(4-chlorophenyl)-1H-pyrazole-4-carbaldehyde ClC1=CC=C(C=C1)C1=NNC=C1C=O